O=C1NC(CCC1C1=CC=C(C=C1)N1CCN(CC1)CCN(C1CCC(CC1)NC(OC(C)(C)C)=O)C)=O tert-butyl ((1r,4r)-4-((2-(4-(4-(2,6-dioxopiperidin-3-yl)phenyl)piperazin-1-yl)ethyl)(methyl)amino)cyclohexyl)carbamate